COC=1C=C(CN(C2=CC=C(CN3CC(NCC3)=O)C=C2)CC2=CC(=CC=C2)OC)C=CC1 4-(4-(bis(3-methoxybenzyl)amino)benzyl)piperazin-2-one